ClC1=NC=C(C(=N1)NC1CCC(CC1)C(=O)OC)[N+](=O)[O-] methyl (1s,4s)-4-((2-chloro-5-nitropyrimidin-4-yl)amino)cyclohexane-1-carboxylate